NC1=NN=C(S1)N1CCN(CC1)C(=O)OCCCC butyl 4-(5-amino-1,3,4-thiadiazol-2-yl)piperazine-1-carboxylate